COC1=CC(=NC=C1C#N)N1C=NC(=C1)CN1C(O[C@@H](C1)C=1C(=C2COC(C2=CC1)=O)C)=O (R)-4-methoxy-6-(4-((5-(4-methyl-1-oxo-1,3-dihydroisobenzofuran-5-yl)-2-oxooxazolidin-3-yl)methyl)-1H-imidazol-1-yl)nicotinonitrile